(S)-tert-butyl (1-((3-chloro-4-fluorophenyl)(methyl)amino)-3-hydroxy-1-oxopropan-2-yl)carbamate ClC=1C=C(C=CC1F)N(C([C@H](CO)NC(OC(C)(C)C)=O)=O)C